C(C)(C)N1CC(N(CC1)CC1CCN(CC1)C=1C=2N(C=C(N1)C=1C=NN(C1)C)N=CC2)=O 4-isopropyl-1-((1-(6-(1-methyl-1H-pyrazol-4-yl)pyrazolo[1,5-a]pyrazin-4-yl)piperidin-4-yl)methyl)piperazin-2-one